(R)-(2-(hydroxymethyl)pyrrolidin-1-yl)(2-methoxyphenyl)methanone OC[C@@H]1N(CCC1)C(=O)C1=C(C=CC=C1)OC